N1CCC(CC1)OC1=NC=C(C#N)C=C1 6-(Piperidin-4-yloxy)nicotinonitrile